FC=1C=C(C#N)C=C(C1)OC=1C2=C(N=CN1)C(CC2(C)C)O 3-fluoro-5-((7-hydroxy-5,5-dimethyl-6,7-dihydro-5H-cyclopenta[d]pyrimidin-4-yl)oxy)benzonitrile